OC=1C(=C(C(=CC1)C)NC(=O)C1=CN=C(S1)NCCCN1CCN(CC1)C)C N-(3-Hydroxy-2,6-dimethyl-phenyl)-2-[3-(4-methylpiperazin-1-yl)propylamino]thiazole-5-carboxamide